C(C)(C)C1=C(C=CC=C1)N(C(=O)C1CC2(CN(C2)C(=O)OC(C)(C)C)C1)C tert-butyl 6-((2-isopropylphenyl)(methyl)carbamoyl)-2-azaspiro[3.3]heptane-2-carboxylate